ClC1=CC2=C([C@H]3NCC[C@@H]2C3)C=C1 (1S,5R)-7-chloro-2,3,4,5-tetrahydro-1H-1,5-methanobenzo[c]azepine